N1(CCC1)CC1(CC1)NC(C(C1=C(C=C(C=C1)F)C)(F)F)=O N-(1-(azetidin-1-ylmethyl)cyclopropyl)-2,2-difluoro-2-(4-fluoro-2-methylphenyl)acetamide